OC1=NC=CC(=C1)C1=CC=C(CC=2C(=C(SC2C)C)C(=O)NC2CC3(CC(C3)C(=O)OC)C2)C=C1 methyl 6-(4-(4-(2-hydroxypyridin-4-yl)benzyl)-2,5-dimethylthiophene-3-carboxamido)spiro[3.3]heptane-2-carboxylate